ClC=1C=CC2=C(C(=NCC(N2)=O)C2=C(C=CC(=C2)OC)F)C1 7-chloro-5-(2-fluoro-5-methoxy-phenyl)-1,3-dihydro-1,4-benzodiazepine-2-One